ClC=1C=CC2=C(N=C(S2)C2CC3(CC(C3)NC(=O)C3=CC(=NC=C3)C)C2)C1 N-[6-(5-chloro-1,3-benzothiazol-2-yl)spiro[3.3]heptan-2-yl]-2-methyl-pyridine-4-carboxamide